C1(CC1)C(=O)NC1=CC(=C(N=N1)C(NC([2H])([2H])[2H])=O)NC=1C=C(C(=O)OC)C=C(C1OC)C1=NN(N=C1)C methyl 3-({6-cyclopropaneamido-3-[(2H3)methyl carbamoyl]pyridazin-4-yl}amino)-4-methoxy-5-(2-methyl-2H-1,2,3-triazol-4-yl)benzoate